(E)-5-bromopent-2-en BrCC/C=C/C